C1(CC1)NC(=O)C1=CC(=NC(=C1)C(O)C1=CC(=CC=C1)F)C(=O)NC N4-cyclopropyl-6-((3-fluorophenyl)(hydroxy)methyl)-N2-methylpyridine-2,4-dicarboxamide